(methoxymethyl)cyclohexa-2,5-diene-1,4-dione COCC=1C(C=CC(C1)=O)=O